3-(piperazin-1-yl)-benzo[d]isothiazole N1(CCNCC1)C1=NSC2=C1C=CC=C2